3-(tert-butylamino)propyl-methacrylamide C(C)(C)(C)NCCCC=C(C(=O)N)C